(3S)-3-(3-cyanophenyl)-N-methyl-3-((2-(2-(2-propenoyl)-2,6-diazaspiro[3.4]octan-6-yl)-5,6,7,8-tetrahydro-4-quinazolinyl)amino)propanamide Acetoxydiaminocyclobutane-1,1-dicarbamate C(C)(=O)OC1C(CC1(N)N)(NC(=O)O)NC(=O)O.C(#N)C=1C=C(C=CC1)[C@H](CC(=O)NC)NC1=NC(=NC=2CCCCC12)N1CC2(CN(C2)C(C=C)=O)CC1